(R)-13-methylheptadecane C[C@@H](CCCCCCCCCCCC)CCCC